[C@H](C)(CC)OC1=NC=2N(C=C1C(=O)NC=1C(N(C=CC1)C1CC1)=O)C=C(N2)C21COC(C2)(C1)C (S)-7-(sec-Butoxy)-N-(1-cyclopropyl-2-oxo-1,2-dihydropyridin-3-yl)-2-(1-methyl-2-oxabicyclo[2.1.1]Hex-4-yl)imidazo[1,2-a]Pyrimidine-6-carboxamide